Methyl (S)-3-((2-(2,6-difluoro-4-(methylcarbamoyl)phenyl)-7-methylimidazo[1,2-a]pyridin-3-yl)methyl)piperidine-1-carboxylate FC1=C(C(=CC(=C1)C(NC)=O)F)C=1N=C2N(C=CC(=C2)C)C1C[C@H]1CN(CCC1)C(=O)OC